ClC=1C=C(C=CC1F)NC(C1=CC(=C(C=C1)F)C(C(=O)N1CCC(CC1)O)(F)F)=O N-(3-chloro-4-fluorophenyl)-3-(1,1-difluoro-2-(4-hydroxypiperidin-1-yl)-2-oxoethyl)-4-fluorobenzamide